FC(C1=CC(N(C=C1CCN(C)C)C(C(=O)O)CC(C)C)=O)F 2-(4-(difluoromethyl)-5-(2-(dimethylamino)ethyl)-2-oxopyridine-1(2H)-yl)-4-methylpentanoic acid